ClC=1C=C(C=CC1Cl)NC1=NNC2=CN=C(C=C21)C=2C=NN(C2)C2CCNCC2 N-(3,4-dichlorophenyl)-5-(1-(piperidin-4-yl)-1H-pyrazol-4-yl)-1H-pyrazolo[3,4-c]pyridin-3-amine